6-fluoro-1-(3-(trifluoromethyl)benzyl)-1H-indol-5-amine FC1=C(C=C2C=CN(C2=C1)CC1=CC(=CC=C1)C(F)(F)F)N